4-fluoro-N-[4-fluoro-5-[6-(4-methylpiperazin-1-yl)pyridin-3-yl]-2-[rac-(3R)-3,4-dimethylpiperazin-1-yl]phenyl]-2-(trifluoromethyl)benzamide FC1=CC(=C(C(=O)NC2=C(C=C(C(=C2)C=2C=NC(=CC2)N2CCN(CC2)C)F)N2C[C@H](N(CC2)C)C)C=C1)C(F)(F)F |r|